O1COCC2=C1C=CC(=C2)C(C2CCN(CCC2)C(=O)N2N=C(N=C2)C#N)C2=CC1=C(OCOC1)C=C2 1-(4-(bis(4H-benzo[d][1,3]dioxin-6-yl)methyl)azepane-1-carbonyl)-1H-1,2,4-triazole-3-carbonitrile